N-(β-D-glucopyranosyl)octanoamide [C@@H]1([C@H](O)[C@@H](O)[C@H](O)[C@H](O1)CO)NC(CCCCCCC)=O